2-bromo-6-methylpyridin-3-amine BrC1=NC(=CC=C1N)C